CC(CO)(CO)CCCCCC 2-methyl-2-hexyl-1,3-propanediol